C(C)(C)NC1=C(C=NC=2N1N=C(C2)C=2C=NC=CC2)C(=O)O 7-(isopropylamino)-2-(pyridin-3-yl)pyrazolo[1,5-a]pyrimidine-6-carboxylic acid